5-Chloro-3-methyl-2-[2-[[rac-(3R)-1-(2-hydroxypropyl)-3-piperidyl]amino]oxazolo[4,5-b]pyridin-5-yl]phenol ClC=1C=C(C(=C(C1)O)C1=CC=C2C(=N1)N=C(O2)N[C@H]2CN(CCC2)CC(C)O)C |r|